2,4-difluoro-6-[rac-10-ethyl-1,5,6,8,12-pentazatricyclo[8.4.0.02,7]-tetradeca-2(7),3,5-trien-4-yl]phenol dihydrochloride Cl.Cl.FC1=C(C(=CC(=C1)F)C1=CC=2N3CCNC[C@@]3(CNC2N=N1)CC)O |r|